BrC1=C2C=NN(C2=CC2=C1C(=CC2)C)C2OCCCC2 4-bromo-5-methyl-1-(tetrahydro-2H-pyran-2-yl)-1,7-dihydrocyclopenta[f]indazole